C1(CC2C(CC1)O2)CC[Si](C(C)C)(C(C)C)OCCOC (3,4-epoxycyclohexyl)ethylmethoxyethoxydiisopropylsilane